tert-Butyl 13-oxo-4-oxa-8,12-diazadispiro[2.1.5.3]tridecane-8-carboxylate O=C1NCC2(OC13CC3)CCN(CC2)C(=O)OC(C)(C)C